N'-[6-chloro-2-ethylsulfanyl-8-fluoro-7-iodo-5-(methoxymethyl)quinazolin-4-yl]-4-methyl-benzenesulfonohydrazide ClC=1C(=C2C(=NC(=NC2=C(C1I)F)SCC)NNS(=O)(=O)C1=CC=C(C=C1)C)COC